C(C1=CC=CC=C1)C1=C(C(NC2=CC=C(C=C12)Cl)=O)C1=NNC(C1)C1=CC(=C(C=C1)OC)OC 4-benzyl-6-chloro-3-[5-(3,4-dimethoxyphenyl)-4,5-dihydro-1H-pyrazol-3-yl]-1H-quinolin-2-one